FC1=C(C=C(C=C1)N(C(=O)C=1C=CC=2N(C1)C(=CN2)C=2C=NC(=CC2)NC(NC)=O)C)OC N-(4-fluoro-3-methoxy-phenyl)-N-methyl-3-[6-(methylcarbamoyl-amino)-3-pyridyl]imidazo[1,2-a]pyridine-6-carboxamide